1-(2-((2,4-Dimethylphenyl)thio)phenyl)piperazine hydrobromide salt Br.CC1=C(C=CC(=C1)C)SC1=C(C=CC=C1)N1CCNCC1